FC(C1C=2N(CCC1)N=C(C2)CO)F (4-(difluoromethyl)-4,5,6,7-tetrahydropyrazolo[1,5-a]pyridin-2-yl)methanol